FC1=CC=C(C=C1)S(=O)(=O)N1C2CN(CC1C2)C2=CC=C(C=N2)C2=NOC(=N2)C(F)(F)F 3-(6-(6-((4-Fluorophenyl)sulfonyl)-3,6-diazabicyclo[3.1.1]heptan-3-yl)pyridin-3-yl)-5-(trifluoromethyl)-1,2,4-oxadiazole